C[C@@](N)(CS)C(=O)O α-methyl-D-cysteine